C(C)C(COCCOCCO)CCCC 2-[2-[(2-ethylhexyl)oxy]ethoxy]ethanol